5-decynic acid C(CCCC#CCCCC)(=O)O